CS(=O)(=O)N1CCC(CC1)NC1=NN2C(C(=C(C=C2)C=2C=NNC2)N2CCC(CC2)C(F)(F)F)=N1 N-(1-(methylsulfonyl)piperidin-4-yl)-7-(1H-pyrazol-4-yl)-8-(4-(trifluoromethyl)piperidin-1-yl)-[1,2,4]triazolo[1,5-a]pyridin-2-amine